N-(3-cyano-1-methyl-1H-pyrazol-4-yl)-2-[4-(3-methyl-1H-pyrazol-5-yl)benzoyl]-cyclohexanecarboxamide C(#N)C1=NN(C=C1NC(=O)C1C(CCCC1)C(C1=CC=C(C=C1)C1=CC(=NN1)C)=O)C